ClC=1C(=NC(=NC1)NC1=CC=C(C=C1)N1CCC(CC1)N1CCN(CC1)C)N1OCCC1C1=CC=CC=C1 5-chloro-N-(4-(4-(4-methylpiperazin-1-yl)piperidin-1-yl)phenyl)-4-(3-phenylisoxazolidin-2-yl)pyrimidin-2-amine